FC1=CC(=C(C=C1C=1C=NC(=CC1)O)NC(=O)C1=CNC(C=C1C(F)(F)F)=O)N1C[C@@H](CC1)N(C)C |r| N-[4-fluoro-5-(6-hydroxypyridin-3-yl)-2-[rac-(3R)-3-(dimethylamino)pyrrolidin-1-yl]phenyl]-6-oxo-4-(trifluoromethyl)-1H-pyridine-3-carboxamide